2,4-bis-(4-hydroxy-phenyl)fluorene OC1=CC=C(C=C1)C1=CC=2CC3=CC=CC=C3C2C(=C1)C1=CC=C(C=C1)O